(E)-4-chloro-N-(phenylmethylene)aniline ClC1=CC=C(/N=C/C2=CC=CC=C2)C=C1